1-[3-[4-[7-(4-fluoro-2-methoxy-phenyl)-4-(1,2,3,4-tetrahydroisoquinolin-6-yl)pyrazolo[1,5-a]pyrazin-6-yl]pyrazol-1-yl]azetidin-1-yl]prop-2-en-1-one FC1=CC(=C(C=C1)C1=C(N=C(C=2N1N=CC2)C=2C=C1CCNCC1=CC2)C=2C=NN(C2)C2CN(C2)C(C=C)=O)OC